4-hydroxy-N,N-dimethylbutyramide OCCCC(=O)N(C)C